CC1=C(C=O)C=C(C(=C1)O)C 2,5-dimethyl-4-hydroxy-benzaldehyde